N-[(3R)-1-Cyclopropylpiperidin-3-yl]Acetamide C1(CC1)N1C[C@@H](CCC1)NC(C)=O